tert-butyl-(2S)-2-[(6-chloropyrazolo[3,4-d]pyrimidin-1-yl)methyl]pyrrolidine-1-carboxylate C(C)(C)(C)OC(=O)N1[C@@H](CCC1)CN1N=CC=2C1=NC(=NC2)Cl